C(=S)(F)F thiocarbonyldifluoride